O=C1N(CCC1)C1CNC1 3-(2-oxopyrrolidin-1-yl)azetidine